C(CC=CCC)(=O)OC Methyl hex-3-enoate